ClC=1C(=CC2=C(C1)OCC=1N=CSC12)C(F)(F)F 7-chloro-8-(trifluoromethyl)-4H-chromeno[3,4-d]thiazole